C(C)N1N=CC(=C1)CN1C(N(C(=C1)C)C1=CC(=CC(=C1)C(F)(F)F)OCC1(CCC1)F)=O 1-[(1-ethyl-1H-pyrazol-4-yl)methyl]-3-{3-[(1-fluorocyclobutyl)methoxy]-5-(trifluoromethyl)phenyl}-4-methyl-1,3-dihydro-2H-imidazol-2-one